CN1C(C(=CC2=C(C=C(C=C12)C1CCOCC1)C=1C(=CC=C2C=C(N=CC12)C=1C=CC(=NC1)C(=O)OC)C)C)=O methyl 5-(8-(1,3-dimethyl-2-oxo-7-(tetrahydro-2H-pyran-4-yl)-1,2-dihydroquinolin-5-yl)-7-methylisoquinolin-3-yl)picolinate